[O-]S(=O)(=O)C(F)(F)F.[O-]S(=O)(=O)C(F)(F)F.[Na+].[Na+] sodium bis(triflate)